4-[1-[1-(azetidin-3-yl)triazol-4-yl]ethoxy]-2-(2,6-dioxo-3-piperidyl)isoindoline-1,3-dione N1CC(C1)N1N=NC(=C1)C(C)OC1=C2C(N(C(C2=CC=C1)=O)C1C(NC(CC1)=O)=O)=O